methyl N-(2-(5-(dimethylamino) naphthalen-1-yl) acetyl)-S-trityl-L-cysteinate CN(C1=C2C=CC=C(C2=CC=C1)CC(=O)N[C@@H](CSC(C1=CC=CC=C1)(C1=CC=CC=C1)C1=CC=CC=C1)C(=O)OC)C